FC1=CC=C(C(=O)C=2NC(=NN2)C(=O)O)C=C1 5-(4-fluorobenzoyl)-4H-1,2,4-triazole-3-carboxylic acid